C(\C=C(/C)\CCC=C(C)C)OC(CCCCC)=O GERANYL-HEXANOATE